BrC=1C(=NC(=NC1)NC=1C(=NN(C1)C1CC2CCC(C1)N2C)C)NCCCNC(=O)C2CCC2 N-(3-((5-bromo-2-((3-methyl-1-(8-methyl-8-azabicyclo[3.2.1]octan-3-yl)-1H-pyrazol-4-yl)amino)pyrimidin-4-yl)amino)propyl)cyclobutanecarboxamide